2''-(difluoromethyl)-3-fluoro-5''-methoxy-2-oxo-2H-[1,2':4',4''-terpyridinyl]-5'-carboxamide FC(C1=NC=C(C(=C1)C1=CC(=NC=C1C(=O)N)N1C(C(=CC=C1)F)=O)OC)F